C(C)OC1=C(C=C(C=C1)CCC1=CC(=C(C(=C1)OC)OC)OC)OC(CCN1C(NC(C(=C1)F)=O)=O)=O 2-ethoxy-5-(3,4,5-trimethoxyphenethyl)-phenyl-3-(5-fluoro-2,4-dioxo-3,4-dihydropyrimidin-1(2H)-yl)propanoate